C(C)S(=O)(=O)C1=NN2C(N=C(C=C2)C2=CC=C(C=C2)OC(F)(F)F)=C1C1=NC=2C(=NC=C(C2)C(F)(F)F)N1C 2-(2-(ethylsulfonyl)-5-(4-(trifluoromethoxy)phenyl)pyrazolo[1,5-a]pyrimidin-3-yl)-3-methyl-6-(trifluoromethyl)-3H-imidazo[4,5-b]pyridine